OCCON(CCC[Si](OCC)(OCC)OCC)OCCO 3-[bis(2-hydroxyethoxy)amino]propyl-triethoxysilane